C(C)(=O)N1N=CC2=C(B1O)C(=C(C=C2)OCC(=O)OC2C1(C3C(C(C(C(C2)(C=C)C)O)C)(CCC3=O)CCC1C)C)F 8-hydroxy-4,7,9,12-tetramethyl-3-oxo-7-vinyldecahydro-4,9a-propanocyclopenta[8]annulen-5-yl 2-((2-acetyl-8-fluoro-1-hydroxy-1,2-dihydrobenzo[d][1,2,3]diazaborinin-7-yl)oxy)acetate